2-[(3-chloro-4-fluorophenyl)-(4-fluoro-3-methylphenoxy)methyl]-4-methyl-5-methyl-sulfonyl-1H-imidazole ClC=1C=C(C=CC1F)C(C=1NC(=C(N1)C)S(=O)(=O)C)OC1=CC(=C(C=C1)F)C